(3S)-3-(3',3'-difluoro-1'-((1-methyl-1H-indazol-4-yl)methyl)-6-oxo-6,8-dihydro-2H,7H-spiro[furo[2,3-e]isoindole-3,4'-piperidin]-7-yl)piperidine-2,6-dione FC1(CN(CCC12COC1=C3CN(C(C3=CC=C12)=O)[C@@H]1C(NC(CC1)=O)=O)CC1=C2C=NN(C2=CC=C1)C)F